FC1(OC2=C(O1)C=CC(=C2)C=C)F 2,2-difluoro-5-vinylbenzo[d][1,3]Dioxole